Cl.COC=1C=CC=2C3=C(C=NC2N1)C=CN3 7-methoxy-1H-pyrrolo[3,2-c][1,8]naphthyridine HCl